FC1=CC=C(C=C1)C=1N=C(SC1)N1C[C@@H](N(C[C@H]1C)C(=O)OC(C)(C)C)C tert-butyl (2S,5R)-4-(4-(4-fluorophenyl)thiazol-2-yl)-2,5-dimethylpiperazine-1-carboxylate